Acetylhomocystein C(C)(=O)N[C@@H](CCS)C(=O)O